copper (II) stearate C(CCCCCCCCCCCCCCCCC)(=O)[O-].[Cu+2].C(CCCCCCCCCCCCCCCCC)(=O)[O-]